O=C1CNC2=C(N1CCC1CCOCC1)N=CC=N2 7-oxo-8-(2-(tetrahydro-2H-pyran-4-yl)ethyl)-5,6,7,8-tetrahydropyrazino[2,3-b]pyrazin